C=CCCCCCCCC=CC 1,10-dodecadiene